FC1(CN(CC1)C\C=C/C1=CC=C(C=C1)C1OC2=CC=C(C=C2C(=C1C1=CC(=CC=C1)O)C)O)F 2-{4-[(Z)-3-(3,3-Difluoropyrrolidin-1-yl)propenyl]phenyl}-3-(3-hydroxyphenyl)-4-methyl-2H-chromen-6-ol